2-propyl-Phenol C(CC)C1=C(C=CC=C1)O